C1=C2C3=C(C=NC2=CC=C1)NC=1C=CC=CC13 indolo[2,3-c]quinoline